NC1=CC=C(C=C1)C12C(NC(C2C1)=O)=O (4-aminophenyl)-3-azabicyclo[3.1.0]hexane-2,4-dione